ClC=1C=C(C=CC1OC)[C@H](C)NC(=O)C=1C(=NC2=C(N=C(C=C2C1N1CCN[C@H](CC1)C)C)C1CC1)N1CCOCC1 N-[(S)-1-(3-chloro-4-methoxyphenyl)ethyl]-4-[(S)-5-methyl-1,4-diazepan-1-yl]-8-cyclopropyl-6-methyl-2-morpholino-1,7-diaza-3-naphthamide